3,5-dibromopyridine-2-amine BrC=1C(=NC=C(C1)Br)N